2-chloro-1-(4-fluoro-5-hydroxyazepan-1-yl)ethanone ClCC(=O)N1CCC(C(CC1)O)F